5-(2-((3-(trifluoromethyl)phenyl)amino)pyrimidin-1-ium-4-yl)-1H-benzo[d]imidazol-3-ium chloride [Cl-].FC(C=1C=C(C=CC1)NC1=[NH+]C=CC(=N1)C1=CC2=C(NC=[NH+]2)C=C1)(F)F.[Cl-]